NC1=NN2C(C=C(C=C2)C=2C=C(C(=NC2)C)NC(=O)N2OCC[C@H]2C2=CC=C(C=C2)C#N)=N1 (S)-N-(5-(2-amino-[1,2,4]triazolo[1,5-a]pyridin-7-yl)-2-methylpyridin-3-yl)-3-(4-cyanophenyl)isooxazolidine-2-carboxamide